N-[2-[(2-aminoacetyl)amino]ethyl]-carbamic acid 1,1-dimethylethyl ester CC(C)(C)OC(NCCNC(CN)=O)=O